(3R)-1-(7-(5-cyclopropyl-6-methyl-1H-indazol-4-yl)-8-fluoro-2-((1-(((R)-3-fluoropyrrolidin-1-yl)methyl)cyclopropyl)methoxy)pyrido[4,3-d]pyrimidin-4-yl)-3-methylpiperidin-3-ol C1(CC1)C=1C(=C2C=NNC2=CC1C)C1=C(C=2N=C(N=C(C2C=N1)N1C[C@@](CCC1)(O)C)OCC1(CC1)CN1C[C@@H](CC1)F)F